2-([1,4'-bipiperidine]-1'-yl)propionic acid hydrochloride Cl.N1(CCCCC1)C1CCN(CC1)C(C(=O)O)C